4-(4-acetylpiperazine-1-carbonyl)benzoic acid [3-(3-ethyl-4-oxo-spiro[6,8-dihydro-5H-pyrazolo[4,3-c]azepin-7,4'-tetrahydropyran]-1-yl)-2,2-dimethyl-propyl] ester C(C)C1=NN(C2=C1C(NCC1(CCOCC1)C2)=O)CC(COC(C2=CC=C(C=C2)C(=O)N2CCN(CC2)C(C)=O)=O)(C)C